8-(3-(2-(dimethylamino)ethoxy)phenyl)-N-(6-(piperazin-1-yl)pyridin-3-yl)quinazolin-2-amine CN(CCOC=1C=C(C=CC1)C=1C=CC=C2C=NC(=NC12)NC=1C=NC(=CC1)N1CCNCC1)C